FC1=CC=C(C=C1)N1N=C(C(=C1)C(=O)N[C@@H](C(C)C)C(=O)N[C@H](CCC(=O)OCC)C(=O)OCC)C diethyl (1-(4-fluorophenyl)-3-methyl-1H-pyrazole-4-carbonyl)-L-valyl-D-glutamate